(Z)-1-(4-amino-2-fluorobut-2-en-1-yl)-N,N,2-trimethyl-4-(3-(N-methylsulfamoyl)phenyl)-1H-benzo[d]imidazol-6-carboxamide Hydrochloride Cl.NC\C=C(\CN1C(=NC2=C1C=C(C=C2C2=CC(=CC=C2)S(NC)(=O)=O)C(=O)N(C)C)C)/F